(R)-2-chloro-8-cyclopentyl-5,7-dimethyl-7,8-dihydropterin Cl[C@@]1(NC=2N(C(CN(C2C(N1)=O)C)C)C1CCCC1)N